(1R,2S)-5'-methoxy-2-(3-{[5-methoxy-2-(oxolan-3-yl)pyrimidin-4-yl]amino}-1H-indazol-6-yl)spiro[cyclopropane-1,3'-indol]-2'(1'H)-one COC=1C=C2[C@]3(C(NC2=CC1)=O)[C@@H](C3)C3=CC=C1C(=NNC1=C3)NC3=NC(=NC=C3OC)C3COCC3